4-(4-bromo-2,6-dichlorophenoxy)-2-chloroaniline BrC1=CC(=C(OC2=CC(=C(N)C=C2)Cl)C(=C1)Cl)Cl